C(C)C1=C(N=CC(=N1)C(=O)N)OC(C)C 6-ethyl-5-isopropoxypyrazine-2-carboxamide